[N+](=O)([O-])C1=CC(=C(OC2COCC2)C=C1)C(F)(F)F 3-(4-nitro-2-(trifluoromethyl)phenoxy)tetrahydrofuran